OCC1CN(C1)C1=C2C(=NC=C1)N(N=C2CNC(C=C)=O)C2=CC=C(C=C2)OC(F)(F)F N-((4-(3-(hydroxymethyl)azetidin-1-yl)-1-(4-(trifluoromethoxy)phenyl)-1H-pyrazolo[3,4-b]pyridin-3-yl)methyl)acrylamide